(1r,4r)-N1-((1H-pyrazol-5-yl)methyl)-N4-(5-chloro-4-(5-(cyclopropylmethyl)-1-methyl-1H-pyrazol-4-yl)pyrimidin-2-yl)cyclohexane-1,4-diamine N1N=CC=C1CNC1CCC(CC1)NC1=NC=C(C(=N1)C=1C=NN(C1CC1CC1)C)Cl